1'-((7-ethyl-6-oxo-5,6-dihydro-1,5-naphthyridin-3-yl)methyl)-5-methoxy-N-methyl-1',2',3',6'-tetrahydro-[3,4'-bipyridine]-6-carboxamide C(C)C=1C(NC=2C=C(C=NC2C1)CN1CCC(=CC1)C=1C=NC(=C(C1)OC)C(=O)NC)=O